OCCN1CC=2C=CC(=NC2CC1)NC=1N=CC2=C(N1)C(=NC(=C2)[C@H](CO)C)N2CCCCC2 (2R)-2-[2-[[6-(2-hydroxyethyl)-7,8-dihydro-5H-1,6-naphthyridin-2-yl]amino]-8-piperidin-1-ylpyrido[3,4-d]pyrimidin-6-yl]propan-1-ol